C1(C(CC(C=C1O)O)O)C1=CC=CC=C1 tetrahydro-[1,1'-biphenyl]-2,4,6-triol